bis(2-(ethylsulfanyl)ethyl)amine C(C)SCCNCCSCC